C1=CC=CC=2C3=CC=CC=C3C(=CC12)C1=C2C=CC=CC2=C(C2=CC=CC=C12)B(O)O 10-(9-phenanthryl)-9-anthraceneboronic acid